1,8-Dihydroxyanthraquinon OC1=CC=CC=2C(C3=CC=CC(=C3C(C12)=O)O)=O